tert-butyl 4-((2-((6-methoxypyridin-3-yl)methyl)-1-oxo-1,2-dihydrophthalazin-6-yl)thio)-1H-indazole-1-carboxylate COC1=CC=C(C=N1)CN1C(C2=CC=C(C=C2C=N1)SC1=C2C=NN(C2=CC=C1)C(=O)OC(C)(C)C)=O